5-Chloro-6-(3-methyl-1H-1,2,4-triazol-1-yl)pyridin ClC=1C=CC=NC1N1N=C(N=C1)C